(2S)-1-(methylamino)propan-2-ol CNC[C@H](C)O